4-(3-fluorophenyl)-1-(5-(isopropylthio)-4-(4-(trifluoromethyl)phenyl)thiazol-2-yl)-N-(2-methoxyethyl)-3-methyl-1H-pyrazole-5-carboxamide FC=1C=C(C=CC1)C=1C(=NN(C1C(=O)NCCOC)C=1SC(=C(N1)C1=CC=C(C=C1)C(F)(F)F)SC(C)C)C